α,α-dideutero-5-methoxy-N,N-dimethyltryptamine [2H]C(N(C)C)(CC1=CNC2=CC=C(C=C12)OC)[2H]